NC1=NC=2C=CC(=CC2C2=C1C=NN2C)C(=O)N(N2C(COCC2)=O)CC2=C(C=C(C=C2)C(F)(F)F)F 4-amino-N-(2-fluoro-4-(trifluoromethyl)benzyl)-1-methyl-N-(3-oxomorpholino)-1H-pyrazolo[4,3-c]quinoline-8-carboxamide